ClC1=C(C=C(C=C1)OC(C)C)C1N(CCCCC1)C1=NC(=NC(=C1)C)N 4-[2-(2-chloro-5-isopropoxy-phenyl)azepan-1-yl]-6-methyl-pyrimidin-2-amine